4-(8-bromo-1-isobutyl-7-methoxy-4,5-dihydrobenzo[g]indazole-3-carbonyl)-3,3-dimethyl-piperazin-2-one BrC1=CC2=C(CCC=3C(=NN(C23)CC(C)C)C(=O)N2C(C(NCC2)=O)(C)C)C=C1OC